benzyl-ruthenium dichloride C(C1=CC=CC=C1)[Ru](Cl)Cl